NC1=NC=2C=NC(=CC2C2=C1C=NN2C)C(=O)N2[C@H]1C3=C([C@@H](CC2)C1)C(=C(C=C3)Cl)F (4-amino-1-methyl-1H-pyrazolo[4,3-c][1,7]naphthyridin-8-yl)((1R,5S)-7-chloro-6-fluoro-1,3,4,5-tetrahydro-2H-1,5-methanobenzo[c]azepin-2-yl)methanone